S1SCC(C1)C(=O)[O-] 1,2-Dithiolane-4-carboxylate